2,5-dimethyl-4-hydroxyphenol CC1=C(C=C(C(=C1)O)C)O